ClC1=C(N(N=C1)C)C=1C=C(C=CC1OC)NC(=O)NC1=CC=C(C=C1)C(F)(F)F 1-[3-(4-Chloro-2-methyl-2H-pyrazol-3-yl)-4-methoxyphenyl]-3-(4-trifluoromethylphenyl)-urea